C([O-])([O-])=O.[Zn+2] zinc (2+) carbonate